ethyl N-{[4-(4-fluorophenyl)-5-(hydroxymethyl)-2H-pyrazol-3-yl]carbamothioyl}carbamate FC1=CC=C(C=C1)C1=C(NN=C1CO)NC(=S)NC(OCC)=O